5-acetyl-N-((R)-6-chlorochroman-3-yl)-6,7-dihydro-5H-pyrazolo[5,1-b][1,3]oxazine-2-carboxamide C(C)(=O)C1CCN2C(O1)=CC(=N2)C(=O)N[C@H]2COC1=CC=C(C=C1C2)Cl